N1-(2-(dimethylamino)ethyl)-N4-(5-fluoro-4-(1-methyl-1H-indol-3-yl)pyrimidin-2-yl)-N-methylbenzene-1,2,4-triamine CN(CCN(C=1C(=CC(=CC1)NC1=NC=C(C(=N1)C1=CN(C2=CC=CC=C12)C)F)N)C)C